ClC1=CC2=C(CNCC2C2=C(C=CC=C2)C)S1 2-chloro-4-(o-tolyl)-4,5,6,7-tetrahydrothieno[2,3-c]pyridine